C(C)(=O)N[C@@H]1CO[C@@H]([C@@H]([C@@H]1OC(C)=O)OC(C)=O)COC(C)=O (2R,3R,4R,5R,6R)-3-acetamido-4,5-diacetoxy-6-(acetoxymethyl)tetrahydro-2H-pyran